BrC1=CC2=C(C3=CC=CC=C3C(=C2C=C1)C1=CC=CC2=CC=CC=C12)C1=CC=CC2=CC=CC=C12 2-bromo-9,10-di(1-Naphthyl)anthracene